6-Amino-2,3-dihydro-4H-benzo[b][1,4]oxazin-4-yl-2-phenylacetamide NC1=CC2=C(OCCN2C(C(=O)N)C2=CC=CC=C2)C=C1